N,N-Dimethyl-octylamine CN(C)CCCCCCCC